6-chloro-9-acryloyloxy-10-phenoxy-1,4-dihydro-1,4-methanoanthracene ClC=1C=C2C(=C3C4C=CC(C3=C(C2=CC1)OC(C=C)=O)C4)OC4=CC=CC=C4